ClC=1C(=CC2=C(N=C(S2)NC(OC(C)(C)C)=O)C1)N(C(=O)NC1=CC=C(C=C1)Cl)CCN1C(CCC1)=O tert-butyl (5-chloro-6-{3-(4-chlorophenyl)-1-[2-(2-oxopyrrolidin-1-yl)ethyl]ureido}benzo[d]thiazol-2-yl)carbamate